CN1C(=NC=2C(=NC(=CC21)C2=CC=C(C=C2)N2CC1(C2)CN(C1)C1COC1)C)C1=CC=C(C=C1)S(=O)(=O)C 1,4-dimethyl-2-(4-(methylsulfonyl)phenyl)-6-(4-(6-(oxetan-3-yl)-2,6-diazaspiro[3.3]heptan-2-yl)phenyl)-1H-imidazo[4,5-c]pyridine